CN1C(CCC2=CC(=CC=C12)C=1C=NC=C(C1)N1C(CCC1)=O)=O 1-Methyl-6-[5-(2-oxopyrrolidin-1-yl)-pyridin-3-yl]-3,4-dihydro-1H-quinolin-2-one